C(C)(C)[C@]1(N=C(NC1=O)C1=C(C(=O)O)C=C(C=N1)COC)C |r| 2-[(RS)-4-isopropyl-4-methyl-5-oxo-2-imidazolin-2-yl]-5-methoxymethylnicotinic acid